C(C)(C)(C)OC(CCOCCC)=O (S)-1-(3-(tert-butoxy)-3-oxopropoxy)propane